ClC1=CC2=C(N=CO2)C=C1 6-chloro-1,3-benzoxazole